C(C)(C)(C)OC(=O)N1CCC(=CC1)C1=NC=C(C=C1)C=1C=2N(C=C(C1)C=1C=NN(C1)C)N=CC2C#N.CC(C)(CCC(C)(OOC(C)(C)C)C)OOC(C)(C)C 2,5-dimethyl-2,5-di(t-butyl-peroxy)hexane Tert-butyl-5-(3-cyano-6-(1-methyl-1H-pyrazol-4-yl)pyrazolo[1,5-a]pyridin-4-yl)-3',6'-dihydro-[2,4'-bipyridine]-1'(2'H)-carboxylate